CC1=CC=2N(C=C1NC1=NC3=C4N(C(N(C4=N1)C1[C@H](OCCC1)C(C)O)=O)CCC3)N=CN2 (S)-2-((7-methyl-[1,2,4]triazolo[1,5-a]pyridin-6-yl)amino)-4-(1-hydroxyethyl-tetrahydropyran-3-yl)-8,9-dihydro-7H-pyrido[1,2,3-gh]purin-5(4H)-one